N[C@H]1[C@@H](C1)C1=CC=C(C=C1)NC(C(CC1=CC=CC2=CC=CC=C12)NC(OCC1=CC=CC=C1)=O)=O trans-benzyl 1-(4-(2-aminocyclopropyl)phenylamino)-3-(naphthalen-1-yl)-1-oxopropan-2-ylcarbamate